trans-N-(8-chloro-7-fluoro-6-((R)-4-methyl-2-oxooxazolidin-3-yl)isoquinolin-3-yl)-2-cyanocyclopropanecarboxamide ClC=1C(=C(C=C2C=C(N=CC12)NC(=O)[C@H]1[C@@H](C1)C#N)N1C(OC[C@H]1C)=O)F